Cl.BrCC1=C(C(=NN1C)COC)C=1C=CC=C2C(=C(N(C12)CCCNC)C(=O)OCC)CCCOC1=CC=CC2=CC=CC=C12 Ethyl 7-[5-(bromomethyl)-3-(methoxymethyl)-1-methyl-1H-pyrazol-4-yl]-1-[3-(methylamino)propyl]-3-[3-(1-naphthyloxy)propyl]-1H-indole-2-carboxylate hydrochloric acid salt